N,N'-Bis-(3-aminopropyl)-ethylendiamin NCCCNCCNCCCN